CC1=C(OC=2CCC3=CN(N=C3C21)CC2=NC=CC=C2)C(=O)NC[C@@H]2OCC2 |r| 8-Methyl-N-[(2R/S)-oxetan-2-ylmethyl]-2-(pyridin-2-ylmethyl)-4,5-dihydro-2H-furo[2,3-g]indazol-7-carboxamid